Z,Z-7,11-hexadecadienal C(CCCCC\C=C/CC\C=C/CCCC)=O